P(=O)(O)(O)O.[Sn](F)(F)(F)F tin fluoride phosphate